IN1C(N(C(N(C1=O)I)=O)I)=O triiodocyanuric acid